E-6-bromo-1-(2,6-dimethoxyphenyl)-2-(6-ethoxypyridin-2-yl)-1H-imidazo[4,5-b]pyrazine BrC1=CN=C2C(=N1)N(C(=N2)C2=NC(=CC=C2)OCC)C2=C(C=CC=C2OC)OC